NC1=C2C(=NC=N1)N(N=C2C2=CC=C(C=C2)OC2=CC=CC=C2)C2CCC(CC2)CN2[C@@H]1CN([C@H](C2)C1)C=1C=C2C(N(C(C2=CC1)=O)C1C(NC(CC1)=O)=O)=O 5-((1S,4S)-5-((4-(4-amino-3-(4-phenoxyphenyl)-1H-pyrazolo[3,4-d]pyrimidin-1-yl)cyclohexyl)methyl)-2,5-diazabicyclo[2.2.1]heptan-2-yl)-2-(2,6-dioxopiperidin-3-yl)isoindoline-1,3-dione